methyl 2-(2-{2-[3-(1-acetylpiperidin-4-yl)-4-(5-fluoro-1-methylindazol-6-yl)pyrazolo[3,4-b]pyridin-1-yl]acetamido}acetamido)acetate C(C)(=O)N1CCC(CC1)C1=NN(C2=NC=CC(=C21)C2=C(C=C1C=NN(C1=C2)C)F)CC(=O)NCC(=O)NCC(=O)OC